ClC=1C(=C(C=C(C1)F)[C@H](C)N1C([C@@H](N(C(C1)=O)C)C)=O)CCl (S)-1-((S)-1-(3-chloro-2-(chloromethyl)-5-fluorophenyl)ethyl)-3,4-dimethylpiperazine-2,5-dione